C12OCCCN(C2C1)C=1C2=C(N=C(N1)OC[C@]13CCCN3C[C@@H](C1)F)C(=C(N=C2)C2=CC(=CC1=CC=C(C(=C21)C#C)F)O)F 4-(4-(2-oxa-6-azabicyclo[5.1.0]octan-6-yl)-8-fluoro-2-(((2R,7aS)-2-fluorotetrahydro-1H-pyrrolizin-7a(5H)-yl)methoxy)pyrido[4,3-d]pyrimidin-7-yl)-5-ethynyl-6-fluoronaphthalen-2-ol